4-(4-bromophenyl)-6-phenyl-1,3,5-triazin-2(1H)-one BrC1=CC=C(C=C1)C1=NC(NC(=N1)C1=CC=CC=C1)=O